tert-butyl (3R,4R)-3-((5-fluoropyrimidin-2-yl)amino)-4-hydroxypiperidine-1-carboxylate FC=1C=NC(=NC1)N[C@@H]1CN(CC[C@H]1O)C(=O)OC(C)(C)C